N-(4-(4-amino-7-methyl-7H-pyrrolo[2,3-d]pyrimidin-5-yl)-3-methylphenyl)-2-(naphthalen-2-yl)acetamide NC=1C2=C(N=CN1)N(C=C2C2=C(C=C(C=C2)NC(CC2=CC1=CC=CC=C1C=C2)=O)C)C